Cl.C(C)N(CCOC1=C(C=C(C=C1I)C(=O)C1=C(OC2=C1C=CC=C2)CCCC)I)CC (2-butyl-3-benzofuranyl) [4-[2-(diethylamino)-ethoxy]-3,5-diiodophenyl] ketone hydrochloride